3-bromo-6-fluoro-N2-methyl-benzene-1,2-diamine BrC1=C(C(=C(C=C1)F)N)NC